4,5-dimethyl-6-(3-methyl-7,8-dihydro-1,6-naphthyridin-6(5H)-yl)-N-(pyridin-4-ylmethyl)pyridazine-3-carboxamide CC1=C(N=NC(=C1C)N1CC=2C=C(C=NC2CC1)C)C(=O)NCC1=CC=NC=C1